C(C)C12CCCCCCCC3OC=4C=CC=CC4C(NC(C=4C=CC=C(CN(C(N1)=[NH2+])C(C2)=O)C4)=O)C3 (26-ethyl-8,29-dioxo-17-oxa-1,9,27-triazapentacyclo[24.2.2.13,7.110,18.011,16]dotriaconta-3,5,7(32),11(16),12,14-hexaen-28-ylidene)ammonium